The molecule is a L-histidine derivative that is L-histidine substituted at positions N3 and C5 on the imidazole ring by methyl and mercapto groups respectively. It has a role as an antioxidant, a marine metabolite and a radical scavenger. It is an aryl thiol, a L-histidine derivative and a non-proteinogenic L-alpha-amino acid. It is a tautomer of an ovothiol A zwitterion. CN1C=NC(=C1C[C@@H](C(=O)O)N)S